F[C@H](CCCCN1C[C@@H]([C@H]([C@@H]([C@H](C1)O)O)O)O)COCC=1N=C(SC1)C1=CC(=CC=C1)OC (3S,4R,5R,6S)-1-[(5R)-5-fluoro-6-{[2-(3-methoxyphenyl)-1,3-thiazol-4-yl]methoxy}hexyl]-3,4,5,6-azepanetetrol